(m-chlorophenylamino)acethydrazide ClC=1C=C(C=CC1)NCC(=O)NN